benzyl (2S,4R)-1-((dibenzo[b,d]thiophene-3-carbonyl)glycyl)-4-fluoro-4-(fluoromethyl)pyrrolidine-2-carboxylate C1=CC(=CC=2SC3=C(C21)C=CC=C3)C(=O)NCC(=O)N3[C@@H](C[C@@](C3)(CF)F)C(=O)OCC3=CC=CC=C3